(2-(2-(2-butoxyethoxy)ethoxy)ethene-1,1-diyl)dibenzene C(CCC)OCCOCCOC=C(C1=CC=CC=C1)C1=CC=CC=C1